O1C=C(C=C1)C(=O)N1CCC2(C(N3[C@H](O2)CC[C@H]3C3=CC=CC=C3)=O)CC1 (5'S,7a'R)-1-(furan-3-carbonyl)-5'-phenyl-tetrahydro-3'H-spiro-[piperidine-4,2'-pyrrolo[2,1-b][1,3]-oxazol]-3'-one